CN1C(C=CC=2C(=CC=NC12)C1=CC=C(CNS(=O)(=O)NC(OC(C)(C)C)=O)C=C1)=O tert-butyl (N-(4-(8-methyl-7-oxo-7,8-dihydro-1,8-naphthyridin-4-yl)benzyl)sulfamoyl)carbamate